4-(1-(3-chloro-4-trifluoromethylbenzyl)-2-methyl-1H-imidazo[4,5-b]pyrazin-6-yl)-6-methyl-1H-pyrrolo[2,3-c]pyridin-7(6H)-one ClC=1C=C(CN2C(=NC=3C2=NC(=CN3)C=3C2=C(C(N(C3)C)=O)NC=C2)C)C=CC1C(F)(F)F